methyl (3S)-3-{(2S)-2-({N-[(4-methoxy-1H-indol-2-yl)carbonyl]-L-leucyl}amino)-3-oxo-4-[(propanoyloxy)methoxy]butyl}-2-oxopyrrolidine-1-carboxylate COC1=C2C=C(NC2=CC=C1)C(=O)N[C@@H](CC(C)C)C(=O)N[C@@H](C[C@H]1C(N(CC1)C(=O)OC)=O)C(COCOC(CC)=O)=O